3',4'-Difluoro-3-(6-methanesulfonylaminocarbonyl-1-oxo-1,3-dihydroisoindol-2-yl)biphenyl-4-carboxylic acid 2-pyrrolidin-1-yl-ethyl ester N1(CCCC1)CCOC(=O)C1=C(C=C(C=C1)C1=CC(=C(C=C1)F)F)N1C(C2=CC(=CC=C2C1)C(=O)NS(=O)(=O)C)=O